4-(6-amino-5-(2-hydroxypropan-2-yl)-1-methyl-1H-benzo[d]imidazol-2-yl)-2-methylbutan-2-ol NC=1C(=CC2=C(N(C(=N2)CCC(C)(O)C)C)C1)C(C)(C)O